butyl 4-((2,6-dioxo-3,6-dihydropyrimidin-1(2H)-yl)methyl)benzoate O=C1N(C(C=CN1)=O)CC1=CC=C(C(=O)OCCCC)C=C1